1-((6-(4-(3H-imidazo[4,5-b]pyridin-7-yl)-1H-pyrazol-1-yl)pyridin-3-yl)methyl)azetidine-3-carbonitrile N1=CNC2=NC=CC(=C21)C=2C=NN(C2)C2=CC=C(C=N2)CN2CC(C2)C#N